C(C)C1=CN=C2C(=CC=NC2=C1)OC1=C(C=C(N)C=C1)F 4-((7-ethyl-1,5-naphthyridin-4-yl)oxy)-3-fluoroaniline